FCC(C(F)(F)F)F Z-1,2,3,3,3-pentafluoropropane